N-t-Butoxycarbonyl-phenylalanine C(C)(C)(C)OC(=O)N[C@@H](CC1=CC=CC=C1)C(=O)O